8-(1,1-difluoro-3-methoxypropyl)-1,4-dioxaspiro[4.5]decan-8-ol FC(CCOC)(F)C1(CCC2(OCCO2)CC1)O